ClC1=C(C=CC=C1)S(=O)(=N)\C=C\C1=NC=CC=C1F (E)-(2-chlorophenyl)(2-(3-fluoropyridin-2-yl)vinyl)(imino)-lambda6-sulfanone